1-(4-(6-(benzyloxy)-2-bromo-3,4-dihydronaphthalen-1-yl)-2-fluorophenyl)-4-(dimethoxymethyl)piperidine butyl-4-(6-bromo-3,4-dihydroisoquinolin-2(1H)-yl)piperidine-1-carboxylate C(CCC)OC(=O)N1CCC(CC1)N1CC2=CC=C(C=C2CC1)Br.C(C1=CC=CC=C1)OC=1C=C2CCC(=C(C2=CC1)C1=CC(=C(C=C1)N1CCC(CC1)C(OC)OC)F)Br